BrC1=CC=C(C=C1)C#CC1N(CCC2=CC=CC=C12)C1=CC=CC=C1 1-((4-bromophenyl)ethynyl)-2-phenyl-1,2,3,4-tetrahydroisoquinoline